1-(4-((5-chloro-4-(piperidin-1-yl)pyrimidin-2-yl)amino)piperidin-1-yl)ethan-1-one ClC=1C(=NC(=NC1)NC1CCN(CC1)C(C)=O)N1CCCCC1